C(CCCCCCCCCCCCCCC)OC=1C=C(CO)C=C(C1)OCCCCCCCCCCCCCCCC 3,5-di(hexadecoxy)benzyl alcohol